3,3,3-trifluoro-1-(2,11,11-trifluoro-10,11-dihydro-5H-dibenzo[b,e][1,4]diazepin-5-yl)propan-1-one FC(CC(=O)N1C2=C(NC(C3=C1C=CC(=C3)F)(F)F)C=CC=C2)(F)F